O[C@@H]1C[C@H]([C@@H](CCC(C(C)C)=O)C)[C@]2(CC[C@@H]3[C@]4(CC[C@@H](CC4=CC[C@H]3[C@H]12)O)C)C 15β-Hydroxy-24-Oxocholesterol